COC(=O)C1N(CCN(C1)C1CC1)C(=O)OC(C)(C)C 4-Cyclopropylpiperazine-1,2-dicarboxylic acid 1-tert-butyl 2-methyl ester